ethylimidazolinium sulfate S(=O)(=O)([O-])[O-].C(C)[NH+]1C=NCC1.C(C)[NH+]1C=NCC1